eicosanyl vinyl carbonate C(OCCCCCCCCCCCCCCCCCCCC)(OC=C)=O